C(#N)C1=NC=C(C(=C1)CNC(C1=CN=CC(=C1N1C[C@]2(CCCN2)CC1)C1=CC(=CC(=C1)F)F)=O)F N-[(2-cyano-5-fluoro-4-pyridyl)methyl]-4-{(S)-1,7-diaza-7-spiro[4.4]nonyl}-5-(3,5-difluorophenyl)nicotinamide